[N+](=O)([O-])C=1C=NC=CC1C1=C(NC(=C1)C(=O)OCC)C(=O)OCC diethyl 3-(3-nitropyridin-4-yl)-1H-pyrrole-2,5-dicarboxylate